NC1=CC=C2C(=N1)[C@@H]([C@@H](OC2=O)C)C (7S,8S)-2-amino-7,8-dimethyl-7,8-dihydro-5H-pyrano[4,3-b]pyridin-5-one